1-[4-(phenylthio)phenyl]-1,2-butanedione C1(=CC=CC=C1)SC1=CC=C(C=C1)C(C(CC)=O)=O